piperidin-4-yl-(p-tolyl)methanone hydrochloride Cl.N1CCC(CC1)C(=O)C1=CC=C(C=C1)C